(R)-N-(8-methylisoquinolin-1-yl)-N-(piperidin-3-yl)-4-(pyrazin-2-yl)benzamide CC=1C=CC=C2C=CN=C(C12)N(C(C1=CC=C(C=C1)C1=NC=CN=C1)=O)[C@H]1CNCCC1